pyrido[2,1-a]phthalazine-10-carboxylic acid C=1C=CCN2C1C1=CC(=CC=C1C=N2)C(=O)O